2-((2-((4-(4-(2-(2,4-dioxotetrahydropyrimidin-1(2H)-yl)benzyl)piperazin-1-yl)-2-methoxyphenyl)amino)-5-(trifluoromethyl)pyridin-4-yl)amino)-N-methylbenzamide O=C1N(CCC(N1)=O)C1=C(CN2CCN(CC2)C2=CC(=C(C=C2)NC2=NC=C(C(=C2)NC2=C(C(=O)NC)C=CC=C2)C(F)(F)F)OC)C=CC=C1